BrC=1C(=C2C(=NC1)NC(C21CCCCC1)=O)Cl 5'-bromo-4'-chlorospiro[cyclohexane-1,3'-pyrrolo[2,3-b]pyridine]-2'(1'H)-one